(S)-(6-(2-(dimethylamino)ethyl)pyrazolo[1,5-a]pyridin-3-yl)(4-(5-fluorobenzo[d]oxazol-2-yl)-6,7-dihydro-1H-imidazo[4,5-c]pyridin-5(4H)-yl)methanone CN(CCC=1C=CC=2N(C1)N=CC2C(=O)N2[C@@H](C1=C(CC2)NC=N1)C=1OC2=C(N1)C=C(C=C2)F)C